C(C)N[C@@H](CO)C(=O)O ethyl-L-serine